N-methyl-sulfamoyl fluoride CNS(=O)(=O)F